methyl-phenyl-silanediol C[Si](O)(O)C1=CC=CC=C1